NC1=C2C(=NC=N1)N(N=C2C2=CC(=CC(=C2)O)F)CC2=NC1=CC=CC(=C1C(N2CC2=C(C=CC=C2)C(F)(F)F)=O)C#CCOCCOCCOC 2-[[4-amino-3-(3-fluoro-5-hydroxyphenyl)pyrazolo[3,4-d]pyrimidin-1-yl]methyl]-5-[3-[2-(2-methoxyethoxy)ethoxy]prop-1-ynyl]-3-[[2-(trifluoromethyl)phenyl]methyl]quinazolin-4-one